2-amino-8-(1-((3-aminobenzyl)carbamoyl)cyclopropyl)-N-(2-hydroxyethyl)-N-propyl-3H-benzo[b]azepine-4-carboxamide NC=1CC(=CC2=C(N1)C=C(C=C2)C2(CC2)C(NCC2=CC(=CC=C2)N)=O)C(=O)N(CCC)CCO